5-(5-(3-(1H-1,2,4-triazol-1-yl)azetidin-1-yl)-1,3,4-oxadiazol-2-yl)-N-(5,6-difluoro-2,3-dihydro-1H-inden-2-yl)pyrimidin-2-amine N1(N=CN=C1)C1CN(C1)C1=NN=C(O1)C=1C=NC(=NC1)NC1CC2=CC(=C(C=C2C1)F)F